L-lysyl-L-phenylalanyl-L-tyrosine N[C@@H](CCCCN)C(=O)N[C@@H](CC1=CC=CC=C1)C(=O)N[C@@H](CC1=CC=C(C=C1)O)C(=O)O